The molecule is an indole alkaloid that is vinorine bearing a hydroxy substituent at position 21. It is an indole alkaloid and a hemiaminal. It derives from a vinorine. C/C=C/1\\[C@@H]2C[C@H]3C4=NC5=CC=CC=C5[C@]46C[C@@H](C2[C@H]6OC(=O)C)N3[C@@H]1O